COC1=CC=C(C=C1)S(=O)(=O)C(=[N+]=[N-])S(=O)(=O)C1=CC=C(C=C1)OC Bis(4-methoxyphenylsulfonyl)diazomethane